C(C)(C)C1=C(NC2=CC=C(C=C12)CC1N(CCC1)CC(=O)N(C)C)C=1C=C(C=2N(C1)N=CN2)C 2-(2-((3-Isopropyl-2-(8-methyl-[1,2,4]triazolo[1,5-a]pyridin-6-yl)-1H-indol-5-yl)methyl)pyrrolidin-1-yl)-N,N-dimethylacetamid